C1(=CC=CC=C1)C1(CC(=CC=C1)NC1=CC=CC=C1)NC1=CC=CC=C1 C1,N1,N3-Triphenylbenzene-1,3-diamine